pyridin-2-yl-piperidin-3-ol hydrochloride Cl.N1=C(C=CC=C1)N1CC(CCC1)O